FC1=C(C=C2C(=C(C=NC2=C1)C(=C)C)C1=CC=C(C=C1)F)C(=O)OC methyl 7-fluoro-4-(4-fluorophenyl)-3-isopropenyl-quinoline-6-carboxylate